Rac-(4R)-8-methyl-1-[2-methyl-4-(1-methylpyrazol-4-yl)phenyl]sulfonyl-3,4-dihydro-2H-quinolin-4-ol CC=1C=CC=C2[C@@H](CCN(C12)S(=O)(=O)C1=C(C=C(C=C1)C=1C=NN(C1)C)C)O |r|